C1(C=CC=C1)CCC[Si](OCC)(OCC)OCC (3-Cyclopentadienylpropyl)triethoxysilane